Tert-Butyl N-[5-(6-bromanyl-4-fluoranyl-pyridin-3-yl)pyridin-2-yl]-N-methyl-carbamate BrC1=CC(=C(C=N1)C=1C=CC(=NC1)N(C(OC(C)(C)C)=O)C)F